3-(2-hydroxy-5-methylphenyl)-3-phenylpropanamine OC1=C(C=C(C=C1)C)C(CCN)C1=CC=CC=C1